(1-acetyl-5-(1H-indol-6-yl)-1H-pyrazole-3-carbonyl)-N-(3-(trifluoromethyl)phenyl)piperazine-1-carboxamide C(C)(=O)N1N=C(C=C1C1=CC=C2C=CNC2=C1)C(=O)C1N(CCNC1)C(=O)NC1=CC(=CC=C1)C(F)(F)F